benzyl (3S,4S)-3-(tert-butoxycarbonylamino)-4-fluoropiperidine-1-carboxylate C(C)(C)(C)OC(=O)N[C@H]1CN(CC[C@@H]1F)C(=O)OCC1=CC=CC=C1